N1(CCC2(CC1)OCC=1C2=NC=CC1)C1=CC=CC=N1 6-(5H-Spiro[furo[3,4-b]pyridine-7,4'-piperidin]-1'-yl)pyridin